4-chloro-3-(2-fluoro-6-hydroxyphenyl)-6,6a,7,8,9,10-hexahydro-12H-pyrazino[2,1-c]pyrido[3,4-f][1,4]oxazepin-12-one trifluoroacetate FC(C(=O)O)(F)F.ClC1=C(N=CC=2C(N3C(COC21)CNCC3)=O)C3=C(C=CC=C3O)F